trans-rac-1-(4-((8-isopropyl-5-((2R,3S)-2-methyl-3-((methylsulfonyl)methyl)azetidin-1-yl)quinazolin-2-yl)amino)pyridin-2-yl)-4-methoxypiperidin-3-ol C(C)(C)C=1C=CC(=C2C=NC(=NC12)NC1=CC(=NC=C1)N1C[C@H]([C@@H](CC1)OC)O)N1[C@@H]([C@H](C1)CS(=O)(=O)C)C |r|